C(C)(C)(C)OC(=O)NC(C(CC(=O)OC)=O)CO[Si](C)(C)C(C)(C)C methyl 4-((tert-butoxycarbonyl) amino)-5-((tert-butyldimethylsilyl) oxy)-3-oxopentanoate